C1=CC=C(C(=C1)C(=O)NC2=CN=CC=C2)O 2-hydroxy-N-(pyridin-3-yl)benzamide